(methoxymethyl)piperazin COCN1CCNCC1